2,6-Dihydroxy-4-methoxybenzoic acid methyl ester COC(C1=C(C=C(C=C1O)OC)O)=O